(4-(4-oxo-4-(phenylamino)butyl)-1-phenyl-1H-imidazol-2-yl)-3-(1H-pyrazol-4-yl)benzamide lauryl-citrate sulfosuccinate S(=O)(=O)(O)C(C(=O)O)CC(=O)O.C(CCCCCCCCCCC)C(C(=O)O)C(O)(C(=O)O)CC(=O)O.O=C(CCCC=1N=C(N(C1)C1=CC=CC=C1)C1=C(C(=O)N)C=CC=C1C=1C=NNC1)NC1=CC=CC=C1